COC=1C=C(\C=N\C2=C(C(=C3C=CC=CN23)C#N)C2=CC(=CC=C2)OC)C=CC1 (E)-3-((3-methoxybenzylidene)amino)-2-(3-methoxyphenyl)indolizine-1-carbonitrile